C(=O)O.CN(C(C)=O)C N,N-dimethylacetamide formate